C(C)(C)(C)OC(=O)NC=1C2=CN=C(N2C2=CC(=NC=C2N1)C(=O)O)C 7-(tert-butoxycarbonylamino)-3-methyl-2,4,8,11-tetrazatricyclo[7.4.0.02,6]trideca-1(13),3,5,7,9,11-hexaene-12-carboxylic acid